pyrrole-3-carboxylate N1C=C(C=C1)C(=O)[O-]